COCCONC(=O)C=1S(C=CC1)[N+](=O)[O-] N-(2-methoxyethoxy)-1-nitrothiophene-carboxamide